(S)-5-(4-(4-fluoropyrazolo[1,5-a]pyridin-2-yl)-1,4,6,7-tetrahydro-5H-imidazo[4,5-c]pyridin-5-yl)pyrazine-2-carboxylate FC=1C=2N(C=CC1)N=C(C2)[C@H]2N(CCC1=C2N=CN1)C=1N=CC(=NC1)C(=O)[O-]